OCCN1[C@H]2[C@@H](CC[C@@H]1CC2)NC2=CC=C(N=N2)C2=C(C=C(C=C2C)C(F)(F)F)O 2-(6-(((1r,2r,5r)-8-(2-hydroxyethyl)-8-azabicyclo[3.2.1]oct-2-yl)amino)pyridazin-3-yl)-3-methyl-5-(trifluoromethyl)phenol